O=C1NC(CCC1N1C(C=2C(=CC=C(C2C1)C(=O)N)F)=O)=O 2-(2,6-dioxopiperidin-3-yl)-7-fluoro-1-oxoisoindoline-4-carboxamide